FC(C=1C(=C(C=CC1)[C@@H](C)\N=C/1\C2=C(N(C(=N1)C)C)C=NC(=C2)/C=C/CNC(C)=O)F)F N-((E)-3-((Z)-4-(((R)-1-(3-(difluoromethyl)-2-fluorophenyl)ethyl)imino)-1,2-dimethyl-1,4-dihydropyrido[3,4-d]pyrimidin-6-yl)allyl)acetamide